tris(2,4,6-trimethoxy-phenyl)phosphine COC1=C(C(=CC(=C1)OC)OC)P(C1=C(C=C(C=C1OC)OC)OC)C1=C(C=C(C=C1OC)OC)OC